ClC1=NC2=CC(=CC=C2C=C1)CN(C(=O)C=1C=C2N(N1)CCC2)C=2C(=NC=CC2)S(=O)(=O)C N-[(2-chloroquinolin-7-yl)methyl]-N-(2-methanesulfonylpyridin-3-yl)-4H,5H,6H-pyrrolo[1,2-b]pyrazole-2-carboxamide